4-dimethylaminobenzoyl 2-(2-azidoacetylamino)-2-deoxy-3,4-di-O-acetyl-6-O-(((S)-1-isopropoxycarbonylethylamino) (phenoxy) phosphoryl)-D-mannopyranoside N(=[N+]=[N-])CC(=O)N[C@@H]1C(OC(C2=CC=C(C=C2)N(C)C)=O)O[C@@H]([C@H]([C@@H]1OC(C)=O)OC(C)=O)COP(=O)(OC1=CC=CC=C1)N[C@@H](C)C(=O)OC(C)C